N4,N4'-diethyl-N4-phenyl-[1,1'-biphenyl]-4,4'-diamine C(C)N(C1=CC=C(C=C1)C1=CC=C(C=C1)NCC)C1=CC=CC=C1